7-isopropyl-pyrrolo[2,3-d]Pyrimidin-4-amine C(C)(C)N1C=CC2=C1N=CN=C2N